N[C@H]1[C@@H]2N(C[C@H]1CC2)C(=O)C2=CC1=C(N(C(=N1)C=1N(C3=C(C=CC=C3C1)C1CCOCC1)CC1CC1)C)C(=C2)OC ((1R,4R,7R)-7-amino-2-azabicyclo[2.2.1]heptan-2-yl)(2-(1-(cyclopropylmethyl)-7-(tetrahydro-2H-pyran-4-yl)-1H-indol-2-yl)-7-methoxy-1-methyl-1H-benzo[d]imidazol-5-yl)methanone